N-(4-(4-amino-1-methyl-7-(1-(tetrahydro-2H-pyran-4-yl)-1H-pyrazol-4-yl)-1H-pyrazolo[4,3-c]pyridin-3-yl)-3-((3-fluorobenzyl)oxy)phenyl)-1,1-difluoro-methanesulfonamide NC1=NC=C(C2=C1C(=NN2C)C2=C(C=C(C=C2)NS(=O)(=O)C(F)F)OCC2=CC(=CC=C2)F)C=2C=NN(C2)C2CCOCC2